CC=1N=NN(N1)[C@@H](C1CCNCC1)C1=CC=CC=C1 (S)-4-((5-methyl-2H-tetrazol-2-yl)(phenyl)methyl)piperidine